2-(1,3-dioxolan-2-yl)furan O1C(OCC1)C=1OC=CC1